1-[4-isopropenyl-6-(2-pyridin-1-yl-acetyl)-pyridin-2-yl]-2-pyridin-1-yl-ethanone C(=C)(C)C1=CC(=NC(=C1)C(CN1CC=CC=C1)=O)C(CN1CC=CC=C1)=O